C1(CC1)N1CCN(CC1)C1CCN(CC1)C1=C(C=C(C(=C1)OC)NC1=NC=NC(=C1)N1OCC[C@@H]1C1=C(C(=CC=C1)F)F)NC(C=C)=O N-(2-(4-(4-cyclopropyl-piperazine-1-yl)piperidine-1-yl)-5-((6-((R)-3-(2,3-difluorophenyl)-isoxazolidine-2-yl)pyrimidine-4-yl)amino)-4-methoxyphenyl)acrylamide